ClC1=CC(=C(C=N1)NC(OC)=O)C(N[C@@H](CCC(C)(F)F)C(C(=O)NC)=O)=O methyl N-[6-chloro-4-[[(1S)-4,4-difluoro-1-[2-(methylamino)-2-oxo-acetyl]pentyl]carbamoyl]-3-pyridyl]carbamate